OCCCCCOC=1C=C2C=CC(=CC2=CC1)C#CC=1C=CC(=C(C(=O)OCCC)C1)OCCCCCCOC1=C(C=C(C=C1)C#CC1=CC2=CC=C(C=C2C=C1)OCCCCCO)C(=O)OCCC propyl 5-[2-[6-(5-hydroxypentoxy)-2-naphthyl]ethynyl]-2-[6-[4-[2-[6-(5-hydroxypentoxy)-2-naphthyl]ethynyl]-2-propoxycarbonyl-phenoxy]hexoxy]benzoate